C(C)OCOC1=C(C(=CC(=C1)C(F)(F)F)C)C=1C=CC=2C(N1)=NN(C2)C[C@H]2CN(C(O2)=O)CC (R)-5-((6-(2-(ethoxymethoxy)-6-methyl-4-(trifluoromethyl)phenyl)-2H-pyrazolo[3,4-b]pyridin-2-yl)methyl)-3-ethyloxazolidin-2-one